C(#N)C[C@H]1N(CCC(C1)N1C=NC=2C(=NC=3C(N(C(=CC3C21)C(F)(F)F)C2=CC=CC1=CC=CC=C21)=O)O)C(=O)OC(C)(C)C tert-butyl (2S)-2-(cyanomethyl)-4-(4-hydroxy-7-(naphthalen-1-yl)-6-oxo-8-(trifluoromethyl)-6,7-dihydro-1H-imidazo[4,5-c][1,7]naphthyridin-1-yl)piperidine-1-carboxylate